4-(3-cyclopropyl-1H-pyrazol-5-yl)-N2-(1-phenylethyl)-5-(trifluoromethyl)pyrimidine-2,4-diamine C1(CC1)C1=NNC(=C1)C1(NC(=NC=C1C(F)(F)F)NC(C)C1=CC=CC=C1)N